dihydroxymethyl-chromene OC(O)C1OC2=CC=CC=C2C=C1